[Sn+].C(CCCCCCC)(=O)[O-].C(\C=C/C(=O)O)(=O)O maleic acid monocaprylate tin